FC1=C2C(=NC=3N(C2=CC=C1F)C(=NN3)C)N3CCCC1=C(C=NC=C31)C#CC3(CC3)C(F)(F)F 6,7-difluoro-1-methyl-5-(5-((1-(trifluoromethyl)cyclopropyl)ethynyl)-3,4-dihydro-1,7-naphthyridin-1(2H)-yl)-[1,2,4]triazolo[4,3-a]quinazoline